N=1C=CN2C1C=C(C=C2)C2(CC2)C#N 1-imidazo[1,2-a]pyridin-7-ylcyclopropanecarbonitrile